CCC1=C(C=C2CC(CC2=C1)NC[C@@H](C3=C4C=CC(=O)NC4=C(C=C3)O)O)CC.C(=C\\C(=O)O)\\C(=O)O The molecule is a maleate salt obtained by reaction of indacaterol with one equivalent of maleic acid. Used for treatment of chronic obstructive pulmonary disease. It has a role as a beta-adrenergic agonist and a bronchodilator agent. It contains an indacaterol(1+).